SCCCCCCCO 7-mercapto-1-heptanol